BrC=1C=C2C(=NC=NC2=CC1)C=1C=C(C(=NC1)N1CC(OCC1)(C)C)F 4-(5-(6-bromoquinazolin-4-yl)-3-fluoropyridin-2-yl)-2,2-dimethylmorpholine